NC1=C2C(=NC=N1)N(N=C2C2=C(C(=C(C=C2)OC)F)F)C(C)C2=NC1=CC=CC(=C1C(N2CCCOC)=O)Cl 2-(1-(4-amino-3-(2,3-difluoro-4-methoxyphenyl)-1H-pyrazolo[3,4-d]pyrimidin-1-yl)ethyl)-5-chloro-3-(3-methoxypropyl)quinazolin-4(3H)-one